C1=C(C=CC2=CC=CC=C12)N1CC(=C(C2=C(C=C3C(=CC=NC3=C12)C1=CC=CC=C1)C1=CC2=CC=CC=C2C=C1)C1=CC=CC=C1)C1=CC2=CC=CC=C2C=C1 1,3,5-tris(naphthalen-2-yl)4,7-diphenyl-1,10-phenanthroline